C(C)O[C@H]1CN(CC[C@@H]1OC1=CC=C(C=C1)OC(C)C)C1=CC(N(C=2C=CC(=NC12)C#N)C)=O 8-((3S,4S)-3-Ethoxy-4-(4-isopropoxyphenoxy)piperidin-1-yl)-5-methyl-6-oxo-5,6-dihydro-1,5-naphthyridin-2-carbonitril